6-(3-chloro-4-ethoxy-phenyl)-5-[4-[(3S)-1-(3-fluoropropyl)pyrrolidin-3-yl]oxyphenyl]-8,9-dihydro-7H-benzo[7]annulen-2-ol ClC=1C=C(C=CC1OCC)C1=C(C2=C(CCC1)C=C(C=C2)O)C2=CC=C(C=C2)O[C@@H]2CN(CC2)CCCF